ClC1=CC=C(OCC(=O)NN2CCC(CC2)C(=O)OCC)C=C1 ethyl 1-(2-(4-chlorophenoxy)acetamido)piperidine-4-carboxylate